ClC1=NC=CC(=C1)C(=CBr)Br 2-chloro-4-(1,2-dibromovinyl)pyridine